NC1=C(C(=NN1C1CCNCC1)C1=C2C=CNC2=C(C=C1)CNC(C1=C(C=CC(=C1)F)OC)=O)C(=O)N 5-amino-3-(7-((5-fluoro-2-methoxybenzamido)methyl)-1H-indol-4-yl)-1-(piperidin-4-yl)-1H-pyrazole-4-carboxamide